NC=1CCC([C@@](N1)(CF)C=1C=C(C=CC1F)NC(=O)C=1N=C(OC1)C)(F)F (S)-N-(3-(6-amino-3,3-difluoro-2-(fluoromethyl)-2,3,4,5-tetrahydropyridin-2-yl)-4-fluorophenyl)-2-methyloxazole-4-carboxamide